FC1=C(C=CC(=C1)F)C1=CC(=CN1S(=O)(=O)C1=CC=C(C=C1)OC(F)(F)F)C=O 5-(2,4-difluorophenyl)-1-((4-(trifluoromethoxy)phenyl)sulfonyl)-1H-pyrrole-3-carbaldehyde